FC=1C=C2C=3C(=NNC(C3C1)=O)[C@H]([C@@H](N2)CC2=CC=C(C=C2)F)N2C(=NC1(C2=O)CCCC1)CCCC (8s,9s)-5-fluoro-8-(4-fluorobenzyl)-9-(2-butyl-4-oxo-1,3-diazaspiro-[4.4]non-1-en-3-yl)-8,9-dihydro-2H-pyrido[4,3,2-de]phthalazin-3(7H)-one